(R)-1-(2-((1-((dimethylamino)methyl)cyclopropyl)methoxy)-7-(8-ethyl-7-fluoro-3-hydroxynaphthalen-1-yl)-8-fluoropyrido[4,3-d]pyrimidin-4-yl)-3-methylpiperidin-3-ol CN(C)CC1(CC1)COC=1N=C(C2=C(N1)C(=C(N=C2)C2=CC(=CC1=CC=C(C(=C21)CC)F)O)F)N2C[C@@](CCC2)(O)C